CC1(OCCC(C1)=O)C 2,2-Dimethyloxane-4-one